ClC=1N(CC2=C3C(=CC=C2C1)C(CC3)(C=3C=NC=CC3)O)CC(C)(C)F 3-chloro-N-(2-fluoro-2-methyl-propyl)-7-hydroxy-7-(3-pyridyl)-8,9-dihydrocyclopenta[h]isoquinoline